(2R)-2-(Benzyloxycarbonylamino)-3-[[7-(5-methyl-1,2,4-oxadiazol-3-yl)-1-isoquinolyl]amino]propanoic acid C(C1=CC=CC=C1)OC(=O)N[C@@H](C(=O)O)CNC1=NC=CC2=CC=C(C=C12)C1=NOC(=N1)C